S(=O)(=O)(F)F sulphuric acid, fluoride